(((1-(7-allyloxybenzofuran-2-yl)ethyl)amino)methyl)cyclohexanol Methyl-4-(4-[3-[(tert-butoxycarbonyl)amino]propanamido]-1-methylimidazole-2-amido)-1-methylpyrrole-2-carboxylate CC1=C(N(C=C1NC(=O)C=1N(C=C(N1)NC(CCNC(=O)OC(C)(C)C)=O)C)C)C(=O)OC1(CCCCC1)CNC(C)C=1OC2=C(C1)C=CC=C2OCC=C